CC1C(OCC1=O)=O 3-methyl-furan-2,4(3h,5h)-dione